C(C)(C)C1=CC=C(C=2C=CN(C12)C)O 7-isopropyl-1-methylindol-4-ol